Diethyl (2,3-dibromopropyl)phosphonate BrC(CP(OCC)(OCC)=O)CBr